(6-methylbenzo[d]thiazole-2-yl)carbamic acid tert-butyl ester C(C)(C)(C)OC(NC=1SC2=C(N1)C=CC(=C2)C)=O